4-(1-((5-Cyclopropyl-7-methyl-1H-indol-4-yl)methyl)-4-(2,2-difluoroethyl)piperazin-2-yl)benzoic acid C1(CC1)C=1C(=C2C=CNC2=C(C1)C)CN1C(CN(CC1)CC(F)F)C1=CC=C(C(=O)O)C=C1